ethyl (2S,3S)-3-(4-bromophenyl)-2-((2-nitrophenyl)sulfonamido)pent-4-enoate BrC1=CC=C(C=C1)[C@@H]([C@@H](C(=O)OCC)NS(=O)(=O)C1=C(C=CC=C1)[N+](=O)[O-])C=C